1-(3-(4-amino-6-chloro-1H-pyrazolo[3,4-d]pyrimidin-1-ylmethyl)phenethyl)-5-hydroxymethylpyridin-2(1H)one NC1=C2C(=NC(=N1)Cl)N(N=C2)CC=2C=C(CCN1C(C=CC(=C1)CO)=O)C=CC2